trans-4-((4-(2-Cyclopropyloxazol-4-yl)pyridin-2-yl)((trans-4-(5-methoxy-6-methylpyridin-2-yl)cyclohexyl)methyl)carbamoyl)cyclohexyl (1-hydroxypropan-2-yl)carbamate OCC(C)NC(O[C@@H]1CC[C@H](CC1)C(N(C[C@@H]1CC[C@H](CC1)C1=NC(=C(C=C1)OC)C)C1=NC=CC(=C1)C=1N=C(OC1)C1CC1)=O)=O